N1N=CC2=CC=C(C=C12)C1=NC(=NC=C1)N 4-(1H-indazol-6-yl)pyrimidin-2-amine